C(C)(C)(C)P(O)(O)=O tertiary butyl-phosphonic acid